5-(piperazin-1-yl)cinnoline-8-carboxamide hydrochloride Cl.N1(CCNCC1)C1=C2C=CN=NC2=C(C=C1)C(=O)N